C(C1=CC=CC=C1)N1C(=NN=C1C)SCC(=O)NC1=C(C2=C(S1)CCC2)C(=O)N 2-{2-[(4-benzyl-5-methyl-4H-1,2,4-triazol-3-yl)sulfanyl]acetamido}-4H,5H,6H-cyclopenta[b]thiophene-3-carboxamide